ClC=1C=C(C=C(C1)OC)[C@H]1CC2(CN(C2)C(=O)C2CC(C2)(C)O)CC1 |r| (rac)-(6-(3-Chloro-5-methoxyphenyl)-2-azaspiro[3.4]octan-2-yl)((1s,3s)-3-hydroxy-3-methylcyclobutyl)methanone